C(C=C)(=O)N1CCN(CC1)CC1=CC=C(C=C1)[C@H](C)NC=1N=C(C2=C(N1)N(C(C=C2)=O)C(C)C)N 2-{[(1S)-1-{4-[(4-Acryloylpiperazin-1-yl)methyl]phenyl}ethyl]amino}-4-amino-8-(propan-2-yl)pyrido[2,3-d]pyrimidin-7(8H)-on